C1(=CC=CC=C1)N(C1=CC=CC=C1)C1=CC=CC2=CC=CC=C12 N,N-diphenyl-1-naphthylamine